CN(C=1N=CC(=C2C=C(N=CC12)NC1=NC(=NC=C1)N1C[C@@H]([C@@H](CC1)O)F)C(C)C)C (3S,4R)-1-(4-((8-(dimethylamino)-5-isopropyl-2,7-naphthyridin-3-yl)amino)pyrimidin-2-yl)-3-fluoropiperidin-4-ol